C1(CC1)OC1=CC=C(C=N1)C1=CN=CC(=N1)C(=O)NN 6-(6-cyclopropoxypyridin-3-yl)pyrazine-2-carbohydrazide